(1R,2R)-2-fluoro-N-(3-(6-((S)-1-hydroxypropyl)-4-methylpyridin-3-yl)-1-methyl-2-oxo-1,2-dihydro-1,6-naphthyridin-7-yl)cyclopropane-1-carboxamide F[C@H]1[C@H](C1)C(=O)NC1=NC=C2C=C(C(N(C2=C1)C)=O)C=1C=NC(=CC1C)[C@H](CC)O